5-(1-((6-chloro-4-methylpyridin-3-yl)methyl)-3-methyl-4,6-dihydropyrrolo[3,4-c]pyrazol-5(1H)-yl)quinoline-8-carbonitrile ClC1=CC(=C(C=N1)CN1N=C(C2=C1CN(C2)C2=C1C=CC=NC1=C(C=C2)C#N)C)C